C1(=CC=C(C=C1)CNC1=CC(=NC=2N1N=CC2C#N)NC[C@@H]2[C@H](CN(CC2)C(=O)OC(C)(C)C)O)C2=CC=CC=C2 tert-butyl (3R,4R)-4-(((7-(([1,1'-biphenyl]-4-ylmethyl) amino)-3-cyanopyrazolo[1,5-a]pyrimidin-5-yl) amino) methyl)-3-hydroxypiperidine-1-carboxylate